2-(4-chlorophenoxy)-ethyl acetate C(C)(=O)OCCOC1=CC=C(C=C1)Cl